10-(4-Fluorophenyl)acridin-9(10H)-one FC1=CC=C(C=C1)N1C=2C=CC=CC2C(C2=CC=CC=C12)=O